4-bromo-1-benzofuran-2-carboxylic acid BrC1=CC=CC2=C1C=C(O2)C(=O)O